4-(difluoromethyl)-5-[4-(morpholin-4-yl)-6-(piperazin-1-yl)-1,3,5-triazin-2-yl]pyrimidin-2-amine FC(C1=NC(=NC=C1C1=NC(=NC(=N1)N1CCOCC1)N1CCNCC1)N)F